CC1=NN2C(N=C(C(=C2C)O[C@H]2CN(CC2)C2=CC=C(C=C2)C2=CC=C(N=N2)C(=O)N2CC(C2)C(=O)N)C)=N1 1-[6-[4-[(3R)-3-[(2,5,7-trimethyl-[1,2,4]triazolo[1,5-a]pyrimidin-6-yl)oxy]pyrrolidin-1-yl]phenyl]pyridazine-3-carbonyl]azetidine-3-carboxamide